O=S1(CCN(CC1)C1=NC2=CC=C(C=C2C=N1)C=O)=O 2-(1,1-dioxothiomorpholino)quinazoline-6-carbaldehyde